nonaazacyclotriacontane-20-carboxylic acid N1NNNNNNNNCCCCCCCCCCC(CCCCCCCCCC1)C(=O)O